4-(3-Methoxyphenyl)-6-(4-methylpiperazin-1-yl)pyrimidin-2-amine COC=1C=C(C=CC1)C1=NC(=NC(=C1)N1CCN(CC1)C)N